OC1=CC=C(C2=C1CC=C(O2)C)OC 5-hydroxy-8-methoxy-2-methyl-4H-1-benzopyran